tert-butyl (R)-4-((S)-3-(4,4-difluorocyclohexane-1-carboxamido)-3-phenylpropyl)-2-(((4-(1,3-dioxoisoindolin-2-yl)butyl)(pyridin-2-ylmethyl)amino)methyl)piperazine-1-carboxylate FC1(CCC(CC1)C(=O)N[C@@H](CCN1C[C@@H](N(CC1)C(=O)OC(C)(C)C)CN(CC1=NC=CC=C1)CCCCN1C(C2=CC=CC=C2C1=O)=O)C1=CC=CC=C1)F